Heptadecan-9-yl 8-((3-(tert-butoxy)-3-oxopropyl)(8-(nonan-2-yloxy)-8-oxooctyl)amino)octanoate C(C)(C)(C)OC(CCN(CCCCCCCC(=O)OC(CCCCCCCC)CCCCCCCC)CCCCCCCC(=O)OC(C)CCCCCCC)=O